C1(CC1)NC1=NC(=NC=C1C(=O)NC1=C(C=CC=C1C)F)NC1=CC=C(C=C1)N1CCN(CC1)CC 4-(cyclopropylamino)-2-((4-(4-ethylpiperazin-1-yl)phenyl)amino)-N-(2-fluoro-6-methylphenyl)pyrimidine-5-carboxamide